BrC1=CSC2=C1N=C(N=C2NC)Cl 7-bromo-2-chloro-N-methylthieno[3,2-d]pyrimidin-4-amine